C(C1=CC=CC=C1)N1C[C@@H](CCC1)C=O [(R)-1-benzyl-3-piperidyl]methanone